C(C)C=1C=C(C(=CC1)C1=CC=CC=C1)C#N 4-ethylbiphenyl-nitrile